2-(3-chlorophenyl)-1-phenylethyl ((S)-4-methyl-1-oxo-1-(((S)-1-oxo-3-((S)-2-oxopyrrolidin-3-yl)propan-2-yl) amino) pentan-2-yl)carbamate CC(C[C@@H](C(N[C@H](C=O)C[C@H]1C(NCC1)=O)=O)NC(OC(CC1=CC(=CC=C1)Cl)C1=CC=CC=C1)=O)C